1-(9Z,12Z,15Z-octadecatrienoyl)-2-(9Z-pentadecenoyl)-glycero-3-phosphoserine CCCCC/C=C\CCCCCCCC(=O)O[C@H](COC(=O)CCCCCCC/C=C\C/C=C\C/C=C\CC)COP(=O)(O)OC[C@@H](C(=O)O)N